CC(C(=O)C1=CC=C(C=C1)SC)(C)N1CCOCC1 2-methyl-1-{4-(methylthio)phenyl}-2-morpholinopropan-1-one